3-(5-((7-(((1s,3s)-adamantan-1-yl)amino)heptyl)amino)-2-(8-(((3s,5s,7s)-adamantan-1-yl)amino)octyl)-4-oxoquinazolin-3(4H)-yl)piperidine-2,6-dione C12(CC3CC(CC(C1)C3)C2)NCCCCCCCNC2=C3C(N(C(=NC3=CC=C2)CCCCCCCCNC23CC1CC(CC(C2)C1)C3)C3C(NC(CC3)=O)=O)=O